2,2-difluoro-3-((5-nitropyridin-2-yl)oxy)propane FC(C)(COC1=NC=C(C=C1)[N+](=O)[O-])F